3,7-dimethyloctan-1,7-diol CC(CCO)CCCC(C)(O)C